2-[(1R,3R)-3-[(2S,3S)-N-Hexyl-3-methyl-2-{[(2R)-1-methylpiperidin-2-yl]formamido}pentanamido]-1-hydroxy-4-methylpentyl]-1,3-thiazole-4-carboxylic acid C(CCCCC)N(C([C@H]([C@H](CC)C)NC(=O)[C@@H]1N(CCCC1)C)=O)[C@H](C[C@@H](O)C=1SC=C(N1)C(=O)O)C(C)C